CC1=CC=C(CN2C3N(C4N(C(N(C2C4)CC4=CC=C(C=C4)C)C3=O)CC3=CC=C(C=C3)C)CC3=CC=C(C=C3)C)C=C1 2,4,6,8-tetra(4-methylbenzyl)-2,4,6,8-tetraazaadamantan-9-one